3-Methyl-5-(N-(2-(4-(oxazole-5-carbonyl)piperazin-1-yl)phenyl)-N-phenethylsulfamoyl)benzofuran-2-carboxylic acid CC1=C(OC2=C1C=C(C=C2)S(N(CCC2=CC=CC=C2)C2=C(C=CC=C2)N2CCN(CC2)C(=O)C2=CN=CO2)(=O)=O)C(=O)O